C(C)OC(=O)C1CN(CCC1C1=NC=CC=C1)C(=O)C1=CC=C2C(=N1)C(CN2C2=CC(=C(C=C2)Cl)F)(C)C 1-(1-(4-chloro-3-fluorophenyl)-3,3-dimethyl-2,3-dihydro-1H-pyrrolo[3,2-b]pyridine-5-carbonyl)-4-(pyridin-2-yl)piperidine-3-carboxylic acid ethyl ester